C(C1=CC=CC=C1)OC[C@H](CS)N(C)C (2R)-3-benzyloxy-2-(dimethylamino)propane-1-thiol